tert-butyl 2,3-dihydrothieno[3,4-f][1,4]oxazepine-4(5H)-carboxylate O1CCN(CC=2C1=CSC2)C(=O)OC(C)(C)C